bis[tris(2-methyl-2-phenylpropyl)tin] 5-sulfosalicylate S(=O)(=O)(O)C1=CC=C(C(C(=O)[O-])=C1)O.CC(C[Sn+](CC(C)(C)C1=CC=CC=C1)CC(C)(C)C1=CC=CC=C1)(C)C1=CC=CC=C1.CC(C[Sn+](CC(C)(C)C1=CC=CC=C1)CC(C)(C)C1=CC=CC=C1)(C)C1=CC=CC=C1.S(=O)(=O)(O)C1=CC=C(C(C(=O)[O-])=C1)O